N[C@@H](CN1C[C@@H]([C@H](C1)O)O)C (3S,4S)-1-[(2R)-2-aminopropyl]pyrrolidine-3,4-diol